(S)-2-((((9H-fluoren-9-yl)methoxy)carbonyl)amino)-3-(7-(6-(2-(tert-butoxy)-2-oxoethyl)pyridazin-3-yl)-1-(tert-butoxycarbonyl)-1H-indol-3-yl)propanoic acid C1=CC=CC=2C3=CC=CC=C3C(C12)COC(=O)N[C@H](C(=O)O)CC1=CN(C2=C(C=CC=C12)C=1N=NC(=CC1)CC(=O)OC(C)(C)C)C(=O)OC(C)(C)C